ethyl (9R,13S)-13-amino-9-methyl-8-oxo-2,3,7,15-tetraazatricyclo[12.3.1.02,6]octadeca-1(18),3,5,14,16-pentaene-4-carboxylate, bishydrochloride Cl.Cl.N[C@H]1CCC[C@H](C(NC2=CC(=NN2C=2C=CN=C1C2)C(=O)OCC)=O)C